NC=1N(C(C(=CN1)C(=O)NC1=CC(=C(C=C1)OC1=CC=NC2=CC(=C(N=C12)OC)OC)F)=O)C1=CC=C(C=C1)F 2-Amino-N-[4-[(6,7-dimethoxy-1,5-naphthyridin-4-yl)oxy]-3-fluorophenyl]-1-(4-fluorophenyl)-6-oxopyrimidine-5-carboxamide